3-(4-(2-(2,6-Dioxopiperidin-3-yl)-3-oxoisoindolin-5-yl)piperidin-1-yl)cyclobutane-1-carboxylic acid O=C1NC(CCC1N1CC2=CC=C(C=C2C1=O)C1CCN(CC1)C1CC(C1)C(=O)O)=O